tert-butyl 4-((3-(4-fluorobenzyl)-5-(trifluoromethyl)pyrazin-2-yl)amino)-3-methylpiperidine-1-carboxylate FC1=CC=C(CC=2C(=NC=C(N2)C(F)(F)F)NC2C(CN(CC2)C(=O)OC(C)(C)C)C)C=C1